CC(C(=O)OCOP(=O)(OCOC(C(C)(C)C)=O)C(C=1C=C2C=C(N(C2=CC1)C(=O)OCC1=CC=CC=C1)C(=O)OCC1=CC=CC=C1)(F)F)(C)C 1,2-dibenzyl 5-{[bis({[(2,2-dimethylpropanoyl)oxy]methoxy})phosphoryl] difluoromethyl}-1H-indole-1,2-dicarboxylate